sulfur terephthalate C(C1=CC=C(C(=O)[O-])C=C1)(=O)[O-].[S+2]